C1(CCCCC1)[C@@H](C(=O)NC=1C=C2CC(CC2=CC1)(C(NC)=O)N1C(N[C@@H](C1)C(C)C)=O)NC(=O)C1=CC=NN1CCO N-((1S)-1-cyclohexyl-2-((2-((R)-4-isopropyl-2-oxoimidazolidin-1-yl)-2-(methylcarbamoyl)-2,3-dihydro-1H-inden-5-yl)amino)-2-oxoethyl)-1-(2-hydroxyethyl)-1H-pyrazole-5-carboxamide